4-(2-((4-bromophenyl)thio)acetamido)-1-phenethyl-1H-pyrazole-3-carboxylic Acid Sodium Salt [Na+].BrC1=CC=C(C=C1)SCC(=O)NC=1C(=NN(C1)CCC1=CC=CC=C1)C(=O)[O-]